ClC1=C(C=C(C=C1)CO)C1=C2CCN(C(C2=CC(=C1)CN1C(=NC=C1)NC)=O)CC1=CC(=C(C=C1)F)OC 5-(2-chloro-5-(hydroxymethyl)phenyl)-2-(4-fluoro-3-methoxybenzyl)-7-((2-(methylamino)-1H-imidazol-1-yl)methyl)-3,4-dihydroisoquinolin-1(2H)-one